C1(=CC=CC=C1)P(C1=CC=CC=C1)C(=O)[O-].[Li+] lithium diphenylphosphinocarboxylate